FC=1C(=CC=C2C(=NC(=NC12)OCC12CCCN2CCC1)N1C[C@H]2CC[C@@H](C1)N2S(=O)(=O)N)C2=CC(=CC1=CC=CC=C21)O (1R,5S)-3-(8-fluoro-7-(3-hydroxynaphthalen-1-yl)-2-((tetrahydro-1H-pyrrolizin-7a(5H)-yl)methoxy)quinazolin-4-yl)-3,8-diazabicyclo[3.2.1]octane-8-sulfonamide